C1(CCCC1)NC1=CC(=CC(=N1)N1C(C2=CC(=CC(=C2C1)C(F)(F)F)CNC1(CCC1)C)=O)C1(CCC1)CC1=NN=CN1C 2-(6-(cyclopentylamino)-4-(1-((4-methyl-4H-1,2,4-triazol-3-yl)methyl)cyclobutyl)pyridin-2-yl)-6-(((1-methylcyclobutyl)amino)methyl)-4-(trifluoromethyl)isoindolin-1-one